BrC1=C(C=C(OC2CCC(CC2)CCCCN2CCN(CC2)C2=CC=C3C(=NN(C3=C2)C)C2C(NC(CC2)=O)=O)C=C1)C 3-(6-(4-(4-((1r,4s)-4-(4-bromo-3-methylphenoxy)cyclohexyl)butyl)piperazin-1-yl)-1-methyl-1H-indazol-3-yl)piperidine-2,6-dione